thiazolo[4',5':4,5]benzo[1,2-d]oxazol-6-amine O1C=NC2=C1C=C1C(=C2)SC(=N1)N